methyl 1-(4-(3-(2,6-difluorophenyl)azetidin-1-yl)benzyl)piperidine-4-carboxylate FC1=C(C(=CC=C1)F)C1CN(C1)C1=CC=C(CN2CCC(CC2)C(=O)OC)C=C1